BrC=1C=C(C(=NC1)NC(=O)C1=CN=CN1)Cl N-(5-bromo-3-chloropyridin-2-yl)-1H-imidazole-5-carboxamide